azonin N1C=CC=CC=CC=C1